C(C)(C)(C)OC(=O)N1CC(OC2=C1C=C(C=C2)F)CC(=O)O 2-(4-tert-butoxycarbonyl-6-fluoro-2,3-dihydro-1,4-benzoxazin-2-yl)acetic acid